tert-Butyl N-[[4-(hydroxymethyl)-2-pyridyl]methyl]carbamate OCC1=CC(=NC=C1)CNC(OC(C)(C)C)=O